The molecule is a hydrate that is the monohydrate form of iron(3+) sulfate. It has a role as a mordant, a catalyst and an astringent. It contains an iron(3+) sulfate. O.[O-]S(=O)(=O)[O-].[O-]S(=O)(=O)[O-].[O-]S(=O)(=O)[O-].[Fe+3].[Fe+3]